FC=1C=CC(=C(C(=O)N(C(C)C)C(C)C)C1)N1C=C(C=2C1=CN=CC2)C2CCC(CC2)N2CC1(CC(C1)NS(=O)(=O)C)CC2 5-fluoro-N,N-diisopropyl-2-(3-(4-(2-(methylsulfonylamino)-6-azaspiro[3.4]oct-6-yl)cyclohexyl)-1H-pyrrolo[2,3-c]pyridin-1-yl)benzamide